C(C)N1C2=NC(=NC(=C2N=C1N1C[C@H]2COCCN2CC1)N1CCOCC1)C1=CC(=CC=C1)C1=NN(C=C1)C (S)-8-(9-ethyl-2-(3-(1-methyl-1H-pyrazol-3-yl)phenyl)-6-morpholino-9H-purin-8-yl)octahydropyrazino[2,1-c][1,4]oxazine